1-[[2-(difluoromethoxy)pyridin-4-yl]methyl]-3-[(1s,4s)-4-(trifluoromethyl)cyclohexyl]urea FC(OC1=NC=CC(=C1)CNC(=O)NC1CCC(CC1)C(F)(F)F)F